O[C@@H]1CN(CC[C@@]1(O)COC1=C2CCC(NC2=C(C=C1)F)=O)CCOC 5-(((3R,4R)-3,4-dihydroxy-1-(2-methoxyethyl)piperidin-4-yl)methoxy)-8-fluoro-3,4-dihydroquinolin-2(1H)-one